C1(CC1)C1=CC(=C(C(=O)NC2=CC(=C(C=C2)F)OCCO)C=C1C(F)(F)F)OC1=C(C=C(C=C1)F)C 4-cyclopropyl-2-(4-fluoro-2-methylphenoxy)-N-(4-fluoro-3-(2-hydroxyethoxy)phenyl)-5-(trifluoromethyl)benzamide